titanium tri-n-butoxide mono(ethyl acetoacetate) C(C)CC(CC(=O)[O-])=O.[O-]CCCC.[O-]CCCC.[O-]CCCC.[Ti+4]